BrC=1C=C2C=C(N(C2=CC1)C(=O)OC(C)(C)C)CN1C(N(C=2N=CN(C2C1=O)C)C)=O tert-Butyl 5-bromo-2-((3,7-dimethyl-2,6-dioxo-2,3,6,7-tetrahydro-1H-purin-1-yl)methyl)-1H-indole-1-carboxylate